C(C)(C)N1C2=C(OC(C1)C)C=C(C=C2)C#N 4-isopropyl-2-methyl-3,4-dihydro-2H-benzo[b][1,4]oxazine-7-carbonitrile